5-(5-azidopentyl)-2-(2,6-dioxo-3-piperidyl)isoindoline-1,3-dione N(=[N+]=[N-])CCCCCC=1C=C2C(N(C(C2=CC1)=O)C1C(NC(CC1)=O)=O)=O